2,4-dimethyl-4-{[2-(3-methyl-1H-pyrazol-4-yl)pyrido[3,4-d]Pyrimidin-4-yl]Amino}pentan-2-ol CC(C)(CC(C)(NC=1C2=C(N=C(N1)C=1C(=NNC1)C)C=NC=C2)C)O